(2s,4s)-2-(4-(3-Chlorophenyl)piperidine-1-carbonyl)-7-oxa-5-azaspiro[3.4]octan ClC=1C=C(C=CC1)C1CCN(CC1)C(=O)C1CC2(C1)NCOC2